CSCCC[Si](OC)(OC)OC S-methylthiopropyl-trimethoxysilane